FC1=CC=C(C=C1)C1C(C1)C(=O)N1C[C@@]2(CC1)C=C(C(C(C2)(C)C)=O)C#N (5S)-2-[2-(4-fluorophenyl)cyclopropane-1-carbonyl]-9,9-dimethyl-8-oxo-2-azaspiro[4.5]dec-6-ene-7-carbonitrile